(2-chloro-4-fluoro-phenyl)-7-hydroxy-chromen-2-one ClC1=C(C=CC(=C1)F)C=1C(OC2=CC(=CC=C2C1)O)=O